BrC=1C=C(C(=NC1)C1=NC=CC=N1)C(F)(F)F 2-(5-bromo-3-(trifluoromethyl)pyridin-2-yl)pyrimidine